C1=CC=CC=2C3=CC=CC=C3OP(C12)(CCO)=O 9,10-dihydro-9-oxa-10-phosphaphenanthrene-10-ethanol-10-oxide